FC(C(=O)O)(F)F.N[C@]1(CN(C[C@@H]1CCCB(O)O)S(N(CCCC)C1CNC1)(=O)=O)C(=O)O (3R,4S)-3-amino-1-(N-(azetidin-3-yl)-N-butylsulfamoyl)-4-(3-boronopropyl)pyrrolidine-3-carboxylic acid, 2,2,2-trifluoroacetic acid salt